1-imino-4-(((7-methoxyquinolin-4-yl)methoxy)methyl)hexahydro-1λ6-thiopyran 1-oxide N=S1(CCC(CC1)COCC1=CC=NC2=CC(=CC=C12)OC)=O